N-(2-methoxy-4-(1-(6-chloropyridin-3-yl)cyclopentane-1-carboxamido)phenyl)-3-chloro-benzamide COC1=C(C=CC(=C1)NC(=O)C1(CCCC1)C=1C=NC(=CC1)Cl)NC(C1=CC(=CC=C1)Cl)=O